(R)-2-chloro-N-(5-chloro-6-(1H-pyrazol-1-yl)pyridin-3-yl)-8,8-dimethyl-7,8-dihydro-6H-cyclopenta[e]pyrazolo[1,5-a]pyrimidine-6-carboxamide ClC1=NN2C(N=CC3=C2C(C[C@H]3C(=O)NC=3C=NC(=C(C3)Cl)N3N=CC=C3)(C)C)=C1